3-Bromo-5-(1,4-dioxan-2-yl)pyridin-2-amine BrC=1C(=NC=C(C1)C1OCCOC1)N